N1(CNCCCC1)N1CNCCCC1 1,3-diazepanyl-(1,3-diazepane)